methyl 3-((methylsulfonyl)oxy)cyclohexane-1-carboxylate CS(=O)(=O)OC1CC(CCC1)C(=O)OC